CN1C=C(C2=CC=CC=C12)C 1,3-dimethylindole